bis(3-pyridyl)oxalamide N1=CC(=CC=C1)NC(C(=O)NC=1C=NC=CC1)=O